N-(6-(2-((S)-2-methylazetidin-1-yl)-6,7-dihydro-5H-cyclopenta[d]pyrimidin-4-yl)-1,2,3,4-tetrahydronaphthalen-1-yl)methanesulfonamide C[C@@H]1N(CC1)C=1N=C(C2=C(N1)CCC2)C=2C=C1CCCC(C1=CC2)NS(=O)(=O)C